CC12CCCC(CCC1)C2 1-methylbicyclo[3.3.1]nonane